[Cl-].[Cl-].C1(=CC(=CC=C1)C(=[Zr+2](C1=CC=CC=2C3=CC=CC=C3CC12)C1C=CC=C1)C=1C=C(C=CC1)C)C di(m-tolyl)methylene(cyclopentadienyl)(fluorenyl)zirconium dichloride